FC(C(=O)O)(F)F.FC(C(=O)O)(F)F.C(N)(=N)C1=CC=C(CNC([C@H](C)NC(=O)[C@@H]2N(CC[C@@H](C2)C2=CC=CC=C2)CCP(O)(O)=O)=O)C=C1 (2-((2R,4S)-2-(((S)-1-((4-carbamimidoylbenzyl)amino)-1-oxopropan-2-yl)carbamoyl)-4-phenylpiperidin-1-yl)ethyl)phosphonic acid bistrifluoroacetate